1-Methoxy-2-amino-4-beta-hydroxy-ethyl-aminobenzol COC1=C(C(=C(C=C1)CCO)N)N